C(C)(=O)N1CC(CCC1)CN1N=CC(=C1C(=O)NC1=NC=C(C=C1C)C#CC1=CC=CC=C1)Cl 1-((1-acetylpiperidin-3-yl)methyl)-4-chloro-N-(3-methyl-5-(phenylethynyl)pyridin-2-yl)-1H-pyrazole-5-carboxamide